aminopropyl-triethoxyvinyl-silane NCCC[SiH2]C(=C(OCC)OCC)OCC